C(C)(=O)[C@@]1([C@H]([C@@H](O[C@@H]1CO)N1C(=O)NC(=O)C=C1)O)O 3'-acetyl-uridine